CC=1C=C(C=2NC3=CC=C(C=C3C2C1)C)C=O 3,6-dimethyl-1-formyl-carbazole